5-ethynyl-2-((2-(hydroxymethyl)phenyl)amino)-8-phenylpyrido[2,3-d]pyrimidin-7(8H)-one C(#C)C1=CC(N(C=2N=C(N=CC21)NC2=C(C=CC=C2)CO)C2=CC=CC=C2)=O